(1S,2S,3R,5S)-3-((5-chloro-4-(2-(3,3-difluoropyrrolidin-1-yl)-4-fluoro-1-isopropyl-1H-benzo[d]imidazol-6-yl)pyrimidin-2-yl)amino)-6,8-dioxabicyclo[3.2.1]octan-2-ol ClC=1C(=NC(=NC1)N[C@H]1[C@@H]([C@@H]2CO[C@H](C1)O2)O)C=2C=C(C1=C(N(C(=N1)N1CC(CC1)(F)F)C(C)C)C2)F